6-Amino-1,3-dimethylaminouracil NC1=CC(N(C(N1NC)=O)NC)=O